5-(3-(4-((3-chloro-5-(hydroxymethyl)benzyl)amino)butoxy)azetidin-1-yl)benzo[c][2,6]naphthyridine-8-carboxylic acid ClC=1C=C(CNCCCCOC2CN(C2)C2=NC3=C(C4=CN=CC=C24)C=CC(=C3)C(=O)O)C=C(C1)CO